2-(Tert-butoxy)-2-oxoethyl (2-((S)-1-(2,3-difluorobenzyl)-5-oxopyrrolidin-2-yl)acetyl)-L-valinate FC1=C(CN2[C@@H](CCC2=O)CC(=O)N[C@@H](C(C)C)C(=O)OCC(=O)OC(C)(C)C)C=CC=C1F